N-((1s,3s)-3-(6-((1-(2-(2-(2-((2-(2,6-dioxopiperidin-3-yl)-1,3-Dioxoisoindolin-4-yl)amino)ethoxy)ethoxy)acetyl)piperidin-4-yl)amino)-9H-purin-9-yl)cyclobutyl)-6-methylpicolinamide O=C1NC(CC[C@@H]1N1C(C2=CC=CC(=C2C1=O)NCCOCCOCC(=O)N1CCC(CC1)NC1=C2N=CN(C2=NC=N1)C1CC(C1)NC(C1=NC(=CC=C1)C)=O)=O)=O